3-(4-(10-hydroxydec-1-yn-1-yl)-1-oxoisoindolin-2-yl)piperidine-2,6-dione OCCCCCCCCC#CC1=C2CN(C(C2=CC=C1)=O)C1C(NC(CC1)=O)=O